zinc bis[bis(trifluoromethane sulfonyl) imide] [N-](S(=O)(=O)C(F)(F)F)S(=O)(=O)C(F)(F)F.[N-](S(=O)(=O)C(F)(F)F)S(=O)(=O)C(F)(F)F.[Zn+2]